N-[3-chloro-4-[4-(3-hydroxy-1,1-dimethyl-piperidin-1-ium-4-carbonyl)piperazine-1-carbonyl]phenyl]-5-(2,3-difluoro-4-methoxy-phenyl)-1-methyl-imidazole-2-carboxamide ClC=1C=C(C=CC1C(=O)N1CCN(CC1)C(=O)C1C(C[N+](CC1)(C)C)O)NC(=O)C=1N(C(=CN1)C1=C(C(=C(C=C1)OC)F)F)C